4-(6-((2S,6R)-2-(1-cyclopropyl-1H-pyrazol-4-yl)-6-methylmorpholino)-2,3-dimethyl-4-oxo-3,4-dihydropyrido[3,4-d]pyrimidin-8-yl)-3-fluorobenzonitrile C1(CC1)N1N=CC(=C1)[C@@H]1O[C@@H](CN(C1)C1=CC2=C(N=C(N(C2=O)C)C)C(=N1)C1=C(C=C(C#N)C=C1)F)C